8-methoxy-N-((6-methylpyridazin-3-yl)methyl)-6-(2-methylthiazol-5-yl)quinazolin-4-amine COC=1C=C(C=C2C(=NC=NC12)NCC=1N=NC(=CC1)C)C1=CN=C(S1)C